bis(methylseleno)methane tert-butyl-(2-(3-(4-isopropyl-3,5-dimethoxyphenyl)isoquinoline-6-carboxamido)ethyl)carbamate C(C)(C)(C)N(C(O)=O)CCNC(=O)C=1C=C2C=C(N=CC2=CC1)C1=CC(=C(C(=C1)OC)C(C)C)OC.C[Se]C[Se]C